NC1=C(C2=C(S1)CCCC2)C(=O)NCC2=NC=CC=C2 2-Amino-N-(pyridin-2-ylmethyl)-4,5,6,7-tetrahydrobenzo[b]thiophene-3-carboxamide